(S,E)-tert-butyl(1-((2-(1-(5-(trifluoromethyl)pyrimidin-2-yl)piperidin-4-yl)ethoxy)imino)propane-2-yl)carbamate C(C)(C)(C)OC(N[C@H](/C=N/OCCC1CCN(CC1)C1=NC=C(C=N1)C(F)(F)F)C)=O